pyrazino[2,3-b]Pyrazine-2,3-dinitrile N1=C(C(=NC=2C1=NC=CN2)C#N)C#N